NC=1SC2=C(N1)C=CC(=C2)CN2CCOCC2 2-amino-6-(morpholinomethyl)benzothiazole